[Li].ClC1=C(C=C(C=C1)[Mg]Cl)CC1=CC=C(C=C1)OCC 4-chloro-3-(4-ethoxybenzyl)phenyl-magnesium chloride lithium